(S)-3-(amino(4-fluorobicyclo[2.2.1]heptan-1-yl)methyl)-5-chloro-4-fluorophenol N[C@H](C=1C=C(C=C(C1F)Cl)O)C12CCC(CC1)(C2)F